3-ethyl-3-[(2-ethylhexyloxy)methyl]epoxybutane C(C)C(C1CO1)(C)COCC(CCCC)CC